4-(4-((1R,5S)-3,8-diazabicyclo[3.2.1]octan-3-yl)-6,8-difluoro-2-(((S)-1-methylpyrrolidin-2-yl)methoxy)quinazolin-7-yl)-5-methylnaphthalen-2-ol [C@H]12CN(C[C@H](CC1)N2)C2=NC(=NC1=C(C(=C(C=C21)F)C2=CC(=CC1=CC=CC(=C21)C)O)F)OC[C@H]2N(CCC2)C